N-hydroxysuccinimide carbonate C(O)(O)=O.ON1C(CCC1=O)=O